N-(4-phenylphenyl-ethyl)-4-methylbenzenesulfonamide C1(=CC=CC=C1)C1=CC=C(C=C1)CCNS(=O)(=O)C1=CC=C(C=C1)C